N1(CCNCC1)C1=NC(=NC=C1)N1C[C@H]2N(C=3C(=NN=C(C3)C3=C(C=CC=C3)O)NC2)CC1 (S)-2-(8-(4-(piperazin-1-yl)pyrimidin-2-yl)-6,6a,7,8,9,10-hexahydro-5H-pyrazino[1',2':4,5]pyrazino[2,3-c]pyridazin-2-yl)phenol